5-ethenyldihydro-5-methyl-2(3H)-Furanone C(=C)C1(CCC(O1)=O)C